C(C1=CC=CC=C1)OC([C@](C[C@@H](CC1=CC=C(C=C1)C1=C(C=CC(=C1)Cl)F)N)(C)CO)=O (2S,4R)-4-amino-5-(5'-chloro-2'-fluorobiphenyl-4-yl)-2-hydroxymethyl-2-methylpentanoic acid benzyl ester